C(CCCCCCCCCCC)NC(NCCCCCCCCCCCC)=O bislauryl-urea